5-(1-benzyl-1H-pyrazol-4-yl)-2-((6-methylimidazo[1,2-a]pyridin-2-yl)methyl)-2,7-naphthyridin-1(2H)-one C(C1=CC=CC=C1)N1N=CC(=C1)C1=C2C=CN(C(C2=CN=C1)=O)CC=1N=C2N(C=C(C=C2)C)C1